2,4,6-trimethylbenzoyl-Ethoxyphenylphosphine oxide CC1=C(C(=O)P(C2=CC=CC=C2)(OCC)=O)C(=CC(=C1)C)C